2H-indeno[4,5-b]furan O1C=2C(=CC1)C=CC1=CC=CC12